(4-(3-(3,4-difluoro-2-methoxyphenyl)-5-methyl-5-(trifluoromethyl)tetrahydrothiophene-2-carboxamido)phenyl)sulfonyl fluoride FC=1C(=C(C=CC1F)C1C(SC(C1)(C(F)(F)F)C)C(=O)NC1=CC=C(C=C1)S(=O)(=O)F)OC